CCCCCCCCCCCCCCCC(=O)OC[C@H](COP(=O)(O)OCC(CO)O)OC(=O)CCCCCCCCCCCCCCC The molecule is a dipalmitoyl phosphatidylglycerol in which the stereocentre of the acylated glycerol portion has R-configuration. It is a conjugate acid of a 1,2-dihexadecanoyl-sn-glycero-3-phosphoglycerol(1-).